(S)-3-(5-(4-((1-(4-((3S,4R)-7-hydroxy-3-phenylisochroman-4-yl)phenyl)piperidin-4-yl)methyl)piperazin-1-yl)-3-methyl-2-oxo-2,3-dihydro-1H-benzo[d]imidazol-1-yl)piperidine-2,6-dione OC1=CC=C2[C@H]([C@H](OCC2=C1)C1=CC=CC=C1)C1=CC=C(C=C1)N1CCC(CC1)CN1CCN(CC1)C1=CC2=C(N(C(N2C)=O)[C@@H]2C(NC(CC2)=O)=O)C=C1